FC(C=1C=CC=C(C1)O)(F)F 5-(trifluoromethyl)phenoL